OC=1C=C2C(N(C(C2=CC1)=O)C1C(N(C(CC1)=O)C(=O)OC(C)(C)C)=O)=O tert-butyl 3-(5-hydroxy-1,3-dioxo-2,3-dihydro-1H-isoindol-2-yl)-2,6-dioxopiperidine-1-carboxylate